(S)-N-((1H-pyrrolo[3,2-c]pyridin-2-yl)methyl)-7-((3-fluoro-5-(p-tolyl)picolinoyl)glycyl)-1,4-dioxa-7-azaspiro[4.4]nonane-8-carboxamide N1C(=CC=2C=NC=CC21)CNC(=O)[C@H]2N(CC1(OCCO1)C2)C(CNC(C2=NC=C(C=C2F)C2=CC=C(C=C2)C)=O)=O